9,10-bis[phenyl-(m-tolyl)-amino]Anthracene C1(=CC=CC=C1)N(C=1C2=CC=CC=C2C(=C2C=CC=CC12)N(C=1C=C(C=CC1)C)C1=CC=CC=C1)C=1C=C(C=CC1)C